[2-amino-3-(3,4,5-trihydroxybenzoyl)oxy-propyl]3,4,5-trihydroxybenzoate NC(COC(C1=CC(=C(C(=C1)O)O)O)=O)COC(C1=CC(=C(C(=C1)O)O)O)=O